2-(2-methyl-1,3-benzoxazol-6-yl)-7-[(3S)-3-methylpiperazin-1-yl]-4H-pyrido[1,2-a]pyrimidin-4-one CC=1OC2=C(N1)C=CC(=C2)C=2N=C1N(C(C2)=O)C=C(C=C1)N1C[C@@H](NCC1)C